OC(CC(=O)[O-])CC.[Na+] sodium β-hydroxypentanoate salt